(S)-N-(chroman-4-yl)-2-(6-methyl-pyridin-3-yl)benzo-[d]thiazole-6-carboxamide O1CC[C@@H](C2=CC=CC=C12)NC(=O)C1=CC2=C(N=C(S2)C=2C=NC(=CC2)C)C=C1